1,3-bis[1-isocyanato-1-methylethyl]-benzene N(=C=O)C(C)(C)C1=CC(=CC=C1)C(C)(N=C=O)C